BrC1=C2C(=NC(=NC2=C(C=C1F)F)O)O bromo-6,8-difluoroquinazoline-2,4-diol